bromo-indan-1-one BrC1C(C2=CC=CC=C2C1)=O